(R)-4-(7-(4-bromo-3-(trifluoromethyl)benzoyl)-2-chloro-6-methyl-4-oxo-5,6,7,8-tetrahydropyrido[3,4-d]pyrimidin-3(4H)-yl)-N-methylbenzamide BrC1=C(C=C(C(=O)N2CC=3N=C(N(C(C3C[C@H]2C)=O)C2=CC=C(C(=O)NC)C=C2)Cl)C=C1)C(F)(F)F